2-trimethylsilyl-1-ethylpinacol C[Si](CCCC(O)(C)C(C)(C)O)(C)C